(S)-N-((4-bromo-1H-pyrrol-2-yl)methyl)-2-((tert-butyldimethylsilyl)oxy)-1-(3-chlorophenyl)ethanamine-1-d Ethyl-(3-bromoethyl-naphthalene-1-carboxylate) C(C)OC(=O)C1=CC(=CC2=CC=CC=C12)CCBr.BrC=1C=C(NC1)CN[C@@](CO[Si](C)(C)C(C)(C)C)([2H])C1=CC(=CC=C1)Cl